O1C(COCC1)C=1C(=NNC1)C(=O)N 4-(1,4-dioxan-2-yl)-1H-pyrazole-3-carboxamide